oxazin-3(4H)-one (2S,3S)-2,3-bis((4-methylbenzoyl)oxy)succinate CC1=CC=C(C(=O)O[C@H](C(=O)O)[C@@H](C(=O)O)OC(C2=CC=C(C=C2)C)=O)C=C1.O1NC(CC=C1)=O